C(C1=CC=CC=C1)S(=O)(=O)CC(=O)N1CC2=CC=CC=C2C1 2-(benzylsulfonyl)-1-(1,3-dihydro-2H-isoindol-2-yl)ethanone